FC(C=1C=C(C=C(C1)C(F)(F)F)NC(=S)NC1CCCCC1)(F)F 1-(3,5-bis(trifluoromethyl)phenyl)-3-cyclohexylthiourea